CC1=C(C=C(C(=C1)OC1=CC=CC=C1)C)N=C(N(C)CC)C N'-(2,5-dimethyl-4-phenoxy-phenyl)-N-ethylmethyl-N-methyl-formamidine